dipropenyl sulfide C(=CC)SC=CC